2-(chloropropyloxy)tetrahydro-2H-pyran ClCCCOC1OCCCC1